3-amino-5-Mercapto-1,2,4-triazole NC1=NNC(=N1)S